6-chloro-N-(methyl-d3)-4-((2-methyl-5-(methylsulfonyl)thieno[2,3-b]pyridin-6-yl)amino)pyridazine-3-carboxamide ClC1=CC(=C(N=N1)C(=O)NC([2H])([2H])[2H])NC1=C(C=C2C(=N1)SC(=C2)C)S(=O)(=O)C